C1(=CC=CC=C1)C1=NC(=NC(=N1)C1=CC=CC=C1)C1=C(C(=C(C(=C1)C1=NC(=NC(=N1)C1=CC=CC=C1)C1=CC=CC=C1)N1C2=CC=CC=C2C=2C=C(C=CC12)C)N1C2=CC=CC=C2C=2C=CC(=CC12)C1=NC(=CC=C1)C1=CC=CC=C1)N1C2=CC=CC=C2C=2C=C(C=CC12)C 9,9'-(4,6-bis(4,6-diphenyl-1,3,5-triazin-2-yl)-2-(2-(6-phenylpyridin-2-yl)-9H-carbazol-9-yl)-1,3-phenylene)bis(3-methyl-9H-carbazole)